4-(6-((6-(((1,4-dioxan-2-yl)methyl)amino)pyrimidin-4-yl)amino)-1H-pyrazolo[4,3-c]pyridin-1-yl)-3-chloro-5-fluorobenzonitrile O1C(COCC1)CNC1=CC(=NC=N1)NC1=CC2=C(C=N1)C=NN2C2=C(C=C(C#N)C=C2F)Cl